FC=1C(=NC(=NC1)NC1=CC=C(C=N1)N(CCCCCCC(=O)NO)C)C=1C=C(C2=C(N(C(=N2)C)C(C)C)C1)F 7-((6-((5-fluoro-4-(4-fluoro-1-isopropyl-2-methyl-1H-benzo[d]imidazol-6-yl)pyrimidin-2-yl)amino)pyridin-3-yl)(methyl)amino)-N-hydroxyheptanamide